catecholfolic acid C1(O)=C(O)C(=CC=C1)C1=CC(=CC=C1C(N[C@@H](CCC(=O)O)C(=O)O)=O)NCC1=CN=C2N=C(N)NC(=O)C2=N1